CN1N=CC2=C(C(=CC=C12)[N+](=O)[O-])CC(=O)OC(C)(C)C Tert-butyl 2-(1-methyl-5-nitro-indazol-4-yl)acetate